BrC=1C(=NN(C1)C)C1=CC=C(C(=N1)OC)F 6-(4-bromo-1-methyl-1H-pyrazol-3-yl)-3-fluoro-2-methoxypyridine